9,9'-(3,5-bis(4,6-diphenyl-1,3,5-triazin-2-yl)-2-(3-methyl-9H-carbazol-9-yl)-1,4-phenylene)bis(9H-carbazole) C1(=CC=CC=C1)C1=NC(=NC(=N1)C1=CC=CC=C1)C=1C(=C(C=C(C1N1C2=CC=CC=C2C=2C=CC=CC12)C1=NC(=NC(=N1)C1=CC=CC=C1)C1=CC=CC=C1)N1C2=CC=CC=C2C=2C=CC=CC12)N1C2=CC=CC=C2C=2C=C(C=CC12)C